(2-Fluoro-benzyl)-(5-phenyl-2-pyridin-2-yl-thieno[2,3-d]pyrimidin-4-yl)-amine FC1=C(CNC=2C3=C(N=C(N2)C2=NC=CC=C2)SC=C3C3=CC=CC=C3)C=CC=C1